FC1=CC=C(C=C1)C=1N=C(SC1)N1C[C@@H](N(C[C@@H]1C)C(=O)OC(C)(C)C)C |&1:17| tert-butyl (2S,SR)-4-(4-(4-fluorophenyl)thiazol-2-yl)-2,5-dimethylpiperazine-1-carboxylate